N[C@@H]1[C@@H](CCC12CCN(CC2)C=2NC(C1=C(N2)NN=C1C1(CC1)C1=CC=CC=C1)=O)C 6-((1R,2R)-1-amino-2-methyl-8-azaspiro[4.5]decan-8-yl)-3-(1-phenylcyclopropyl)-1,5-dihydro-4H-pyrazolo[3,4-d]pyrimidin-4-one